(E)-4-(1-nitroso-1,2,3,4-tetrahydroquinolin-8-yl)but-2-en-1-ol N(=O)N1CCCC2=CC=CC(=C12)C/C=C/CO